7-methoxy-1,3,4,5-tetrahydro-2H-pyrido[4,3-b]indole-2-carboxylic acid tert-butyl ester C(C)(C)(C)OC(=O)N1CC2=C(NC=3C=C(C=CC23)OC)CC1